FC(C1=CC=C(C=C1)C(C)O)(F)F 1-(4-trifluoromethylphenyl)ethanol